FC1=CC(=C(OC=2C=NC=[N+](C2)[O-])C=C1)C(=O)OC 5-(4-fluoro-2-(methoxycarbonyl)phenoxy)pyrimidine 1-oxide